N,N'-bis-(2-aminoethyl)-ethylenediamine NCCNCCNCCN